(S)-1-(2,2-difluoro-6,9-dihydro-7H-[1,3]dioxolo[4,5-H]isochromen-9-yl)-N-methylmethanamine FC1(OC2=C(C=CC=3CCO[C@@H](C23)CNC)O1)F